[CH-]1C=CC2=CC=CC=C21.[CH-]1C=CC2=CC=CC=C21.Br[Zr+2]Br bis(indenyl)zirconium dibromide